Tert-butyl (7-methoxy-1-(methyl-d3)-1H-indazol-6-yl)carbamate COC=1C(=CC=C2C=NN(C12)C([2H])([2H])[2H])NC(OC(C)(C)C)=O